C(#N)C1=CC(=C(C=C1)NS(=O)(=O)C1=CNC(=C1)C(O)C1CC1)F N-(4-cyano-2-fluorophenyl)-5-(cyclopropyl(hydroxy)methyl)-1H-pyrrole-3-sulfonamide